N1=NN(N=CC=CC=CC=CC=CC=CC=C1)C(=O)O tetraazacycloheptadecine-3-carboxylic acid